CC1=C(C=NC=2OCCN(C21)C(=O)[O-])N2CC=1N=C(N=CC1CC2)NC2=CC=C(C=C2)CC(=O)N2CC1(COC1)C2 8-methyl-7-(2-{[4-(2-{2-oxa-6-azaspiro[3.3]heptan-6-yl}-2-oxoethyl)phenyl]amino}-5H,6H,7H,8H-pyrido[3,4-d]pyrimidin-7-yl)-1H,2H,3H-pyrido[2,3-b][1,4]oxazine-1-carboxylate